2-bromo-7'-methoxy-4',4'-dimethyl-3',4'-dihydro-2'h-spiro-[fluorene-9,1'-naphthalene] BrC1=CC2=C(C=C1)C1=CC=CC=C1C21CCC(C2=CC=C(C=C12)OC)(C)C